C(C1=CC=CC=C1)OCC=1N=C2C(=NC1NS(=O)(=O)C)N(C(=N2)C2=NC(=CC=C2)OCC)C2=C(C=CC=C2OC)OC N-(5-((benzyloxy)methyl)-1-(2,6-dimethoxyphenyl)-2-(6-ethoxypyridin-2-yl)-1H-imidazo[4,5-b]pyrazin-6-yl)methanesulfonamide